(R)-1-(2-(trifluoromethyl)phenyl)ethyl (5-(5-bromopyridin-2-yl)-3-methylisoxazol-4-yl)carbamate BrC=1C=CC(=NC1)C1=C(C(=NO1)C)NC(O[C@H](C)C1=C(C=CC=C1)C(F)(F)F)=O